trivinyldiphenylmethane C(=C)C1=C(C(=C(C=C1)CC1=CC=CC=C1)C=C)C=C